5-chloro-2-[[6-chloro-3-thiomorpholinosulfonyl-7-(trifluoromethyl)-4-quinolyl]amino]benzoic acid ClC=1C=CC(=C(C(=O)O)C1)NC1=C(C=NC2=CC(=C(C=C12)Cl)C(F)(F)F)S(=O)(=O)N1CCSCC1